4-(Bromomethyl)-2-methyl-1-nitro-benzene BrCC1=CC(=C(C=C1)[N+](=O)[O-])C